hexylamine hydrochloride salt Cl.C(CCCCC)N